CC=1SC=C(N1)C#CC1=C2C(=CN=C1)SC(=C2)C(=O)O 4-((2-methylthiazol-4-yl)ethynyl)thieno[2,3-c]pyridine-2-carboxylic acid